COC(C(C(=O)C1=NC=C(C=C1)Br)Br)=O 2-bromo-3-(5-bromopyridin-2-yl)-3-oxopropanoic acid methyl ester